C(C)(=O)N1CC2=CC(=C(C=C2C1)NC(C)=O)N N-(2-acetyl-6-amino-2,3-dihydro-1H-isoindol-5-yl)acetamide